CN(C)C1=CC=C(C(=O)OCC)C=C1 ethyl p-N,N-Dimethylaminobenzoate